O1CC(CC1)CC1=CC(=NN1)N 5-(tetrahydrofuran-3-ylmethyl)-1H-pyrazol-3-amine